bis(1,3-bis(octanoyloxy) propan-2-yl) 5-hydroxyazelate OC(CCCC(=O)OC(COC(CCCCCCC)=O)COC(CCCCCCC)=O)CCCC(=O)OC(COC(CCCCCCC)=O)COC(CCCCCCC)=O